OC(=O)[C@H](C)C1=CC=C(CC(C)C)C=C1 |r| (±)-ibuprofen